FC=1C=C(C=C(C1[Si](C)(C)C)F)NC(C(C1=CC=C(C=C1)COC)NC(CC1=CC(=NO1)O)=O)=O N-(3,5-difluoro-4-(trimethylsilyl)phenyl)-2-(((3-hydroxy-1,2-oxazol-5-yl)acetyl)amino)-2-(4-(methoxymethyl)phenyl)acetamide